O[C@@H](C(=O)OC(C)(C)C)CC tert-butyl (R)-2-hydroxybutanoate